N1CCC(CC1)C=1N=CC(=NC1)C(=O)N 5-(piperidin-4-yl)pyrazine-2-carboxamide